C(#N)N=C(NC1=CC=C(C=C1)OC)NCCCN1C=NC=C1C 2-cyano(4-methoxyphenyl)-3-(3-(5-methyl-1H-imidazol-1-yl)propyl)guanidine